ClCCC[Si](OC)(OC)C 3-chloropropyl-methyl-dimethoxysilane